C(C)(C)(C)[Si](C)(C)OC1=C(C=CC=C1OC)C1CC1 tert-butyl(2-cyclopropyl-6-methoxyphenoxy)dimethylsilane